4-(((R)-1-(3-(difluoromethyl)-2-fluorophenyl)ethyl)amino)-6-(1-(fluoromethyl)cyclopropyl)-2-methyl-8-(4-methyl-3-(trifluoromethyl)piperazin-1-yl)pyrido[4,3-d]pyrimidine-7(6H)-one FC(C=1C(=C(C=CC1)[C@@H](C)NC=1C=2C(N=C(N1)C)=C(C(N(C2)C2(CC2)CF)=O)N2CC(N(CC2)C)C(F)(F)F)F)F